1-[6-(2-methyl-ylbenzoyl)-9-ethylcarbazol-3-yl]-butane-1-one C=C1C(C(=O)C=2C=C3C=4C=C(C=CC4N(C3=CC2)CC)C(CCC)=O)C=CC=C1